1,5-dioxa-spiro[5.5]-undecane O1CCCOC12CCCCC2